FC1=CC=C(C(=O)N2[C@@H](C=3N(CC2)C(=NC3N(C(C)=O)CCOC)C3=NC(=NS3)C)C)C=C1 (R)-N-(7-(4-fluorobenzoyl)-8-methyl-3-(3-methyl-1,2,4-thiadiazol-5-yl)-5,6,7,8-tetrahydroimidazo[1,5-a]pyrazin-1-yl)-N-(2-methoxyethyl)acetamide